F[C@@H]1[C@H]2CCC[C@@H](C[C@@H]1N(C)C=1N=NC(=CC1)C1=C(C=C(C=C1)B1OC(C(O1)(C)C)(C)C)OCOC)N2C(=O)OC(C)(C)C tert-butyl (1R,2S,3S,5S)-2-fluoro-3-((6-(2-(methoxymethoxy)-4-(4,4,5,5-tetramethyl-1,3,2-dioxaborolan-2-yl)phenyl)pyridazin-3-yl)(methyl)amino)-9-azabicyclo[3.3.1]nonane-9-carboxylate